FC(C(C(=O)[O-])O)(F)F 3,3,3-trifluoro-2-hydroxypropanoate